2-(2-iodoethyl)bromobenzene ICCC1=C(C=CC=C1)Br